diethyl 9-methoxy-2,2,16,16-tetramethylheptadecanedioate COC(CCCCCCC(C(=O)OCC)(C)C)CCCCCCC(C(=O)OCC)(C)C